COC1=CC=C(C=C1)N1C(C=C(C2=C1N=C(N=C2)NC2=C(C=CC=C2)OC)C#C[Si](C(C)C)(C(C)C)C(C)C)=O 8-(4-Methoxyphenyl)-2-[(2-methoxyphenyl)amino]-5-[2-(triisopropylsilyl)ethynyl]pyrido[2,3-d]pyrimidin-7-one